COC=1C=C(C=CC1)C1=NN2C(=NC=3C=C(C=CC3C2=N1)C)N[C@H]1C(NCCCC1)=O (3R)-3-{[2-(3-methoxyphenyl)-8-methyl[1,2,4]triazolo[1,5-c]quinazolin-5-yl]amino}azepan-2-one